ClC=1C=C(C(N(N1)C)=O)NC1=NC=C(C=C1)N1[C@H](CNCC1)C (S)-6-Chloro-2-methyl-4-(5-(2-methylpiperazin-1-yl)pyridin-2-ylamino)pyridazin-3(2H)-one